1-(2,4-dihydroxyphenyl)-4-methylpentan-1-one OC1=C(C=CC(=C1)O)C(CCC(C)C)=O